4-(2-methyl-6,7-dihydropyrazolo[1,5-a]pyrimidin-4(5H)-yl)-N-(4-(2-methylthiazol-4-yl)phenyl)-4-oxobutanamide CC1=NN2C(N(CCC2)C(CCC(=O)NC2=CC=C(C=C2)C=2N=C(SC2)C)=O)=C1